2-nonylundecyl 8-{(4-methyl-1,4-diazepane-1-carbonyl)[(1r,3r)-3-{2-[(2-octyldecyl)oxy]-2-oxoethyl}cyclobutyl]amino}octanoate CN1CCN(CCC1)C(=O)N(CCCCCCCC(=O)OCC(CCCCCCCCC)CCCCCCCCC)C1CC(C1)CC(=O)OCC(CCCCCCCC)CCCCCCCC